4-(3-bromo-4-fluorophenyl)-5-carbonyl-4,5-dihydro-1,2,4-oxadiazole BrC=1C=C(C=CC1F)N1C=NOC1=C=O